tert-butyl (3-(pyridin-4-yl)bicyclo[1.1.1]pentan-1-yl)carbamate N1=CC=C(C=C1)C12CC(C1)(C2)NC(OC(C)(C)C)=O